O1C(=CC=C1)NC(OCC1C2=CC=CC=C2C=2C=CC=CC12)=O (9H-fluoren-9-yl)methyl furan-2-ylcarbamate